COC(=O)C1=CC=C(C(=O)NC=2C3=C(N(N2)C(=O)OCC)C(N(C3)C(=O)[O-])(C)C)C=C1 ethyl 3-(4-(methoxycarbonyl)benzamido)-6,6-dimethyl-4,6-dihydropyrrolo[3,4-c]pyrazole-1,5-dicarboxylate